5-chloro-2-[(2R,6S)-1,2,6-trimethyl-4-piperidyl]-1,3-benzothiazole ClC=1C=CC2=C(N=C(S2)C2C[C@H](N([C@H](C2)C)C)C)C1